The molecule is a non-proteinogenic L-alpha-amino acid that is L-arginine substituted by a methyl group at position 5. It derives from a L-arginine. CC(CC[C@@H](C(=O)O)N)N=C(N)N